C1(CC1)NC(C1=C(C=CC=C1OC)O)=O N-cyclopropyl-2-hydroxy-6-methoxy-benzamide